N1(CCNCC1)C1CCC(CC1)NC=1C2=C(N=CN1)N(C=C2C2CCOCC2)CO [4-[(4-piperazin-1-ylcyclohexyl)amino]-5-tetrahydropyran-4-yl-pyrrolo[2,3-d]pyrimidin-7-yl]methanol